ClC1=CC=C(C=C1)C(=O)C1=C(C=C(C=C1Cl)CN1N=NC2=C1N=CN=C2NCC=2OC=CC2)Cl (4-Chlorophenyl)(2,6-dichloro-4-((7-((furan-2-ylmethyl)amino)-3H-[1,2,3]triazolo[4,5-d]pyrimidin-3-yl)methyl)phenyl)methanone